CC(CCN1CCC2(CC2NC(C2=CC(=CC=C2)C(F)(F)F)=O)CC1)(C)C N-(6-(3,3-dimethylbutyl)-6-azaspiro[2.5]oct-1-yl)-3-(trifluoromethyl)benzamide